S(=O)(=O)(C)C[NH-] mesylmethylamide